C(C=C)N1C(C2=CC=C(C=C2C1(C)C)NC1=NC=C(C(=N1)N[C@H](CO)C1=CC=CC=C1)C(=O)O)=O (S)-2-((2-allyl-3,3-dimethyl-1-oxoisoindolin-5-yl)amino)-4-((2-hydroxy-1-phenylethyl)amino)pyrimidine-5-carboxylic acid